[W].[Ru] ruthenium tungsten